5-(4-methylpiperazin-1-yl)pyridin-3-ylboronic acid CN1CCN(CC1)C=1C=C(C=NC1)B(O)O